7-(2,5-dichloro-3-(3,6-di-o-tolyl-9H-carbazol-1-yl)phenyl)-5,10-bis(2,6-dimethylphenyl)-7H-benzo[c]carbazole ClC1=C(C=C(C=C1C1=CC(=CC=2C3=CC(=CC=C3NC12)C1=C(C=CC=C1)C)C1=C(C=CC=C1)C)Cl)N1C=2C=CC(=CC2C=2C3=C(C(=CC12)C1=C(C=CC=C1C)C)C=CC=C3)C3=C(C=CC=C3C)C